3-[(3-bromo-2-pyridyl)methyl]-2-[(2-hydroxyspiro[3.3]heptan-6-yl)methyl]isoindolin-1-one BrC=1C(=NC=CC1)CC1N(C(C2=CC=CC=C12)=O)CC1CC2(CC(C2)O)C1